5-(chloromethyl)benzo[d][1,3]dioxane-4-carboxylic acid methyl ester COC(=O)C1C2=C(OCO1)C=CC=C2CCl